ClC=1C(=NN2C1CN(CCC2)C=2C1=C(N=C(N2)S(=O)C)C[C@]2(CCC3=C(C=CC=C23)Cl)OC1)C(=O)OCC ethyl 3-chloro-5-[(7S)-4'-chloro-2-methylsulfinyl-spiro[5,8-dihydropyrano[4,3-d]pyrimidine-7,1'-indane]-4-yl]-4,6,7,8-tetrahydropyrazolo[1,5-a][1,4]diazepine-2-carboxylate